2,6-dimethyl-4-bromophenylacetonitrile CC1=C(C(=CC(=C1)Br)C)CC#N